(3Z,6E)-3,6-bis(hydroxyimino)cyclohexa-1,4-diene-1-carboxylic acid O\N=C\1/C=C(/C(/C=C1)=N/O)C(=O)O